S-(2-acetyl-5-bromophenyl) 4-bromobenzothioate BrC1=CC=C(C(SC2=C(C=CC(=C2)Br)C(C)=O)=O)C=C1